BrC=1C(=C(C=CC1C)N)C 3-Bromo-2,4-dimethyl-phenylamine